ethyl 3-(6-methoxypyridin-2-yl)-5,6,7,8-tetrahydroimidazo[1,2-a]pyridine-2-carboxylate COC1=CC=CC(=N1)C1=C(N=C2N1CCCC2)C(=O)OCC